5-(((tert-butyldimethylsilyl)oxy)methyl)-2-hydroxy-3-methylbenzaldehyde [Si](C)(C)(C(C)(C)C)OCC=1C=C(C(=C(C=O)C1)O)C